BrC=1NC2=C(C=CC1)C=CC=C2 bromobenzoazepine